3,4-Di-tertbutyl-Phenol C(C)(C)(C)C=1C=C(C=CC1C(C)(C)C)O